[S].[Cl-].C(C=C)[NH2+]CC=C diallyl-ammonium chloride sulfur